FC(S(=O)(=O)OCCO[Si](C1=CC=CC=C1)(C1=CC=CC=C1)C(C)(C)C)(F)F 2-[tert-butyl(diphenyl)silyl]oxyethyl trifluoromethanesulfonate